CN1C(N(CC1)[C@H]1CN(CCC1)C=1N=NC(=CN1)C(=O)N)=O 3-((R)-3-(3-methyl-2-oxoimidazolin-1-yl)piperidine-1-yl)-1,2,4-triazine-6-carboxamide